butylene brassylate C1(CCCCCCCCCCCC(=O)OCCCCO1)=O